6-Methoxy-1H-pyrrolo[3,2-c]pyridine-3-carbonitrile COC1=CC2=C(C=N1)C(=CN2)C#N